2-bromo-5-ethoxypyridine 1-oxide BrC1=[N+](C=C(C=C1)OCC)[O-]